BrC1=C(C=C2C=C(N(C2=C1)S(=O)(=O)C1=CC=CC=C1)CNC(OC(C)(C)C)=O)F tert-butyl ((6-bromo-5-fluoro-1-(phenylsulfonyl)-1H-indol-2-yl)methyl)carbamate